(R)-1-methyl-2-Pyrrolidinemethanol CN1[C@H](CCC1)CO